NC1=CC=C(C=C1)C(=O)N1CCC(CC1)N(C)C (4-Aminophenyl)[4-(dimethylamino)-1-piperidinyl]methanone